4-(oxiran-2-yl)tetrahydro-2H-pyran-4-ol lithium 3-(2-amino-[1,2,4]triazolo[1,5-a]pyridin-7-yl)-6-ethyl-2-fluorobenzoate NC1=NN2C(C=C(C=C2)C=2C(=C(C(=O)[O-])C(=CC2)CC)F)=N1.[Li+].O1C(C1)C1(CCOCC1)O